CC=1C2=C(N=C(N1)NC(C)C)CNCC2 methyl-2-[(propan-2-yl)amino]-5,6,7,8-tetrahydropyrido[3,4-d]pyrimidin